(2R,4R)-2-Benzyl 1-Tert-Butyl 4-((S)-2-(Tert-Butoxycarbonylamino)-3-Methoxypropanamido)-2-(4-(4,4,5,5-Tetramethyl-1,3,2-Dioxaborolan-2-yl)Butyl)Pyrrolidine-1,2-Dicarboxylate C(C)(C)(C)OC(=O)N[C@H](C(=O)N[C@@H]1C[C@@](N(C1)C(=O)OC(C)(C)C)(C(=O)OCC1=CC=CC=C1)CCCCB1OC(C(O1)(C)C)(C)C)COC